ClC=1C=C2C(NCC3=NC=CC=C3C=3C(=CC(=C(NS(C(C1O)=C2)(=O)=O)C3)F)F)=O 13-chloro-19,21-difluoro-14-hydroxy-16,16-dioxo-16λ6-thia-6,9,17-triazatetracyclo[16.3.1.111,15.02,7]tricosa-1(22),2,4,6,11,13,15(23),18,20-nonaen-10-one